1-(6-bromo-5-fluoropyridin-3-yl)-N-(5,6-difluoro-1H-indol-3-yl)-1H-1,2,3-triazole-4-carboxamide BrC1=C(C=C(C=N1)N1N=NC(=C1)C(=O)NC1=CNC2=CC(=C(C=C12)F)F)F